(13Z,16Z)-N,N-dimethyldocosane-13,16-dien-5-amine CN(C(CCCC)CCCCCCC\C=C/C\C=C/CCCCC)C